CN1C(N(C2=NC(=NC=C12)NC1=CC2=C(OCCO2)C=C1C)C1(CCOCC1)C#N)=O 4-(7-Methyl-2-((7-methyl-2,3-dihydrobenzo[b][1,4]dioxin-6-yl)amino)-8-oxo-7,8-dihydro-9H-purin-9-yl)tetrahydro-2H-pyran-4-carbonitrile